2-(([1,1'-biphenyl]-3-ylmethyl)thio)-6-chlorobenzo[d]oxazole C1(=CC(=CC=C1)CSC=1OC2=C(N1)C=CC(=C2)Cl)C2=CC=CC=C2